CCCOC(=O)[C@@H](C)O (+)-propyl lactate